BrC1=CC=C([NH+](C)C)C=C1 p-bromo-N,N-dimethylanilinium